(R)- or (S)-4-fluorophenylalanine FC1=CC=C(C[C@@H](N)C(=O)O)C=C1 |o1:6|